(R,E)-2-cyano-N-(1-(4-fluorophenyl)ethyl)-3-(4-methyl-5-(1-methyl-1H-pyrazol-4-yl)-1H-pyrrolo[2,3-b]pyridin-3-yl)acrylamide C(#N)/C(/C(=O)N[C@H](C)C1=CC=C(C=C1)F)=C\C1=CNC2=NC=C(C(=C21)C)C=2C=NN(C2)C